C(=C)C1OCC2(CO1)COC(OC2)C=C 3,9-divinyl-2,4,8,10-tetraoxaspiro[5.5]undecane